4-((2-(tert-butyl)-5,8-dioxo-6-(pyridin-2-ylmethyl)-4,5,6,8-tetrahydro-7H-thiazolo[4,5-e][1,4]diazepin-7-yl)methyl)-2-chloro-N-(pyridin-2-yl)benzamide C(C)(C)(C)C=1SC2=C(NC(C(N(C2=O)CC2=CC(=C(C(=O)NC3=NC=CC=C3)C=C2)Cl)CC2=NC=CC=C2)=O)N1